C(C)OC(C1=CC=C(C=C1)C(=O)C1=C(N=C(S1)NC1=CC(=C(C=C1)Cl)F)N)=O 4-[4-Amino-2-(4-chloro-3-fluoro-anilino)thiazole-5-carbonyl]benzoic acid ethyl ester